3-[3,6-Dimethyl-2-oxo-4-(4-piperidyl)benzimidazol-1-yl]piperidine-2,6-dione CN1C(N(C2=C1C(=CC(=C2)C)C2CCNCC2)C2C(NC(CC2)=O)=O)=O